5-(4-((benzyloxy)methyl)piperidin-1-yl)-6-fluoro-N1-methylbenzene-1,2-diamine C(C1=CC=CC=C1)OCC1CCN(CC1)C1=CC=C(C(=C1F)NC)N